C1=CC=CC=2C3=CC=CC=C3C(C12)COC(=O)N(CC(=O)O)C1=NN(C(=C1)[Si](F)(C(C)(C)C)C(C)(C)C)CCOCCNC(=O)OCC1C2=CC=CC=C2C=2C=CC=CC12 N-(((9H-fluoren-9-yl)methoxy)carbonyl)-N-(1-(2-(2-((((9H-fluoren-9-yl)methoxy)carbonyl)amino)ethoxy)ethyl)-5-(di-tert-butylfluorosilyl)-1H-pyrazol-3-yl)glycine